tert-Butyl 2-((3-(benzyloxy)-6-methylpyridin-2-yl)(hydroxy)methyl)pyrrolidine-1-carboxylate C(C1=CC=CC=C1)OC=1C(=NC(=CC1)C)C(C1N(CCC1)C(=O)OC(C)(C)C)O